2-chloro-4-(8-(6-(4-((1-(2-(2,6-dioxopiperidin-3-yl)-1,3-dioxoisoindolin-5-yl)piperidin-4-yl)methyl)piperazin-1-yl)nicotinoyl)-2,8-diazaspiro[4.5]decan-2-yl)benzonitrile ClC1=C(C#N)C=CC(=C1)N1CC2(CC1)CCN(CC2)C(C2=CN=C(C=C2)N2CCN(CC2)CC2CCN(CC2)C=2C=C1C(N(C(C1=CC2)=O)C2C(NC(CC2)=O)=O)=O)=O